Methacryloxy-methyl-methyldimethoxysilan C(C(=C)C)(=O)OCO[Si](OC)(C)C